ClC(SN(S(=O)(=O)N(C)C)C1=CC=CC=C1)Cl N-dichloromethylthio-N',N'-dimethyl-N-phenylsulfamide